C(=O)C1=C(SC=C1)C1=CC=C(C(=N1)C)OC1(CCCCC1)C(=O)[O-] ((6-(3-formylthiophen-2-yl)-2-methylpyridin-3-yl)oxy)cyclohexane-1-carboxylate